CC1=C(C(=NO1)C=1C=NC(=CC1)C)COC=1C=C2CCN(CC2=CN1)C(=O)C1CC(N(C1)C(C)C)=O 4-(6-{[5-methyl-3-(6-methylpyridin-3-yl)-1,2-oxazol-4-yl]methoxy}-1,2,3,4-tetrahydro-2,7-naphthyridine-2-carbonyl)-1-(propan-2-yl)pyrrolidin-2-one